[Cl-].C(C(=C)C)(=O)OCCC[N+](C)(C)C 3-(methacryloyloxy)propyl-trimethyl-ammonium chloride